C=1([O-])C([O-])=CC=CC1.[Zn+2].ClC(COC(=O)N[C@@H](CC1=CC=CC=C1)C(=O)O)(Cl)Cl N-(2,2,2-trichloroethoxycarbonyl)phenylalanine zinc pyrocatecholate